CS(=O)(=O)OC(COCC1=CC=CC=C1)C(COCC1=CC=CC=C1)OS(=O)(=O)C (trans)-1,4-bis(benzyloxy)butane-2,3-diyl dimethanesulfonate